butyl-Pyrocatechol C(CCC)C1=C(C(O)=CC=C1)O